tert-butyl (S)-3-(4-((6-((R)-3-(2,3-difluorophenyl)isoxazolidin-2-yl)pyrimidin-4-yl)amino)phenyl)isooxazolidine-2-carboxylate FC1=C(C=CC=C1F)[C@@H]1N(OCC1)C1=CC(=NC=N1)NC1=CC=C(C=C1)[C@H]1N(OCC1)C(=O)OC(C)(C)C